C(C)(C)C1=C(C(=CC(=C1)C(C)C)C(C)C)S(=O)(=O)[O-].[Na+] sodium 2,4,6-triisopropylbenzenesulfonate